tert-butyl N-(2-chloro-7-ethyl-thieno[3,2-d]pyrimidin-4-yl)-N-(2-furylmethyl)carbamate ClC=1N=C(C2=C(N1)C(=CS2)CC)N(C(OC(C)(C)C)=O)CC=2OC=CC2